FC(CN1C=NC2=C1C=C(C=C2F)C=2C(=CN1N=C(N=C(C12)OC)N[C@@H]1[C@@H](CN(CC1)C(C)=O)F)F)F 1-((3R,4S)-4-((5-(1-(2,2-difluoroethyl)-4-fluoro-1H-benzo[d]imidazol-6-yl)-6-fluoro-4-methoxypyrrolo[2,1-f][1,2,4]triazin-2-yl)amino)-3-fluoropiperidin-1-yl)ethan-1-one